NC=1C=C(C=C(C1C)F)NC(C1=NC=CC(=C1)C(F)(F)F)=O N-(3-amino-5-fluoro-4-methylphenyl)-4-(trifluoromethyl)picolinamide